N-benzyl-1-isobutyl-7-(3-methylbenzyl)octahydro-3aH-3,6-methanopyrrolo[3,2-b]pyridine-3a-carboxamide C(C1=CC=CC=C1)NC(=O)C12NCC3C(C1N(CC2C3)CC(C)C)CC3=CC(=CC=C3)C